CC1=NOC(=C1C=1C=C2C(=NC1)C1=C(N2[C@@H](C2CCOCC2)C2=CC=CC=C2)C(=NN1C)C(=O)OC)C methyl (S)-6-(3,5-dimethylisoxazol-4-yl)-1-methyl-4-(phenyl (tetrahydro-2H-pyran-4-yl) methyl)-1,4-dihydropyrazolo[3',4':4,5]pyrrolo[3,2-b]pyridine-3-carboxylate